2-(4-acetylphenyl)-9,11-difluoro-10-hydroxy-7,7-dimethyl-5,12b-dihydro-1H,7H-chromeno[4,3-c][1,2,4]triazolo[1,2-a]Pyridazine C(C)(=O)C1=CC=C(C=C1)N1CN2N(CC=C3C2C=2C=C(C(=C(C2OC3(C)C)F)O)F)C1